ClC=1C(=C(C=CC1)C(C)NC=1C2=C(N=CN1)C=CC(=N2)O[C@@H]2CN(CC2)C(=O)OC(C)(C)C)F (3S)-tert-butyl 3-((4-((1-(3-chloro-2-fluorophenyl)ethyl)amino)pyrido[3,2-d]pyrimidin-6-yl)oxy)pyrrolidine-1-carboxylate